ruthenium (1,5-cyclooctadiene) C1=CCCC=CCC1.[Ru]